dimethyl maleate (DIMETHYL MALEATE) C/C(=C(/C(=O)O)\C)/C(=O)O.C(\C=C/C(=O)OC)(=O)OC